ethyl (1S,3S,5S)-5-methyl-2-[2-({4-[4-(trifluoromethyl) phenoxy]phenyl}formamido) acetyl]-2-azabicyclo[3.1.0]hexane-3-carboxylate C[C@@]12C[C@H](N([C@H]2C1)C(CNC(=O)C1=CC=C(C=C1)OC1=CC=C(C=C1)C(F)(F)F)=O)C(=O)OCC